(2R,6R)-N-[(3R,4S)-4-fluoropyrrolidin-3-yl]-6-methyl-4-[8-(trifluoromethyl)-5-quinolyl]morpholine-2-carboxamide F[C@@H]1[C@@H](CNC1)NC(=O)[C@H]1CN(C[C@H](O1)C)C1=C2C=CC=NC2=C(C=C1)C(F)(F)F